3-(5-((4-(6-(5-((R)-2-(2,5-difluorophenyl)pyrrolidin-1-yl)pyrazolo[1,5-a]pyrimidine-3-yl)pyridin-2-yl)piperazin-1-yl)methyl)-1-oxoisoindoline-2-yl)piperidine-2,6-dione FC1=C(C=C(C=C1)F)[C@@H]1N(CCC1)C1=NC=2N(C=C1)N=CC2C2=CC=CC(=N2)N2CCN(CC2)CC=2C=C1CN(C(C1=CC2)=O)C2C(NC(CC2)=O)=O